1-benzyl-5-(1H-tetrazol-5-yl)-1H-indole-3-carbonitrile C(C1=CC=CC=C1)N1C=C(C2=CC(=CC=C12)C1=NN=NN1)C#N